OS(=O)(=O)C(F)(F)F.NC1=CC=CC=C1 aniline triflate